(3R)-3-(4-Chlorophenyl)-2-[(5-chloropyrimidin-2-yl)methyl]-4-fluoro-6-[(1R)-1-hydroxy-1-(1-methylpiperidin-4-yl)propyl]-3-[(3S)-oxolan-3-yloxy]-2,3-dihydro-1H-isoindol-1-on ClC1=CC=C(C=C1)[C@@]1(N(C(C2=CC(=CC(=C12)F)[C@@](CC)(C1CCN(CC1)C)O)=O)CC1=NC=C(C=N1)Cl)O[C@@H]1COCC1